ClC1=CC=C(C=C1)C1(CC1)C(=O)N1C(C2=CC=CC=C2C1)C(=O)O 2-[1-(4-Chlorophenyl)cyclopropanecarbonyl]isoindoline-1-carboxylic acid